N=1N=CN2C1C(=NC=C2)CN(CC2=CN=CS2)C2=CC(=CC=C2)Br (1s)-1-([1,2,4]triazolo[4,3-a]pyrazin-8-yl)-N-(3-bromophenyl)-N-(thiazol-5-ylmethyl)methylamine